O1C=CC=2C(=NC=CC21)C2=C(C=C(C(=O)OC)C=C2)OC methyl 4-(furo[3,2-c]pyridin-4-yl)-3-methoxybenzoate